4-chloro-1-isopropyl-6-(tetrahydrofuran-3-yl)-1H-pyrazolo[3,4-d]Pyrimidine ClC1=C2C(=NC(=N1)C1COCC1)N(N=C2)C(C)C